(3R)-3-(4-[3-Cyano-4-methoxypyrazolo[1,5-a]pyridin-6-yl]-5-methyl-1,2,3-triazol-1-yl)pyrrolidine-1-carbonitrile C(#N)C=1C=NN2C1C(=CC(=C2)C=2N=NN(C2C)[C@H]2CN(CC2)C#N)OC